COC1=CC(=C(C(=C1)[N+](=O)[O-])NC(C)=O)C N-(4-methoxy-2-methyl-6-nitrophenyl)acetamide